C(C(C)C)C(C(C(=O)[O-])S(=O)(=O)O)(C(=O)[O-])CC(C)C.[Na+].C(CCCC)C(C(C(=O)O)S(=O)(=O)O)(C(=O)O)CCCCC.[Na+] sodium dipentylsulfosuccinate sodium diisobutylsulfosuccinate